FC(C(=O)O)(F)F.ClC1=C(C(=O)N2COC3=C(C2)C=CC=C3C3=CC(=C(C(=O)OC)C=C3F)N([C@H]3COCC3)C)C(=CC(=C1)N1[C@@H](CN(CC1)C)C)Cl methyl 4-[3-[2,6-dichloro-4-[(2R)-2,4-dimethylpiperazin-1-yl]benzoyl]-2,4-dihydro-1,3-benzoxazin-8-yl]-5-fluoro-2-[methyl-[(3R)-oxolan-3-yl]amino]benzoate 2,2,2-trifluoroacetate